N-(5-Cyano-6-(2H-1,2,3-triazol-2-yl)pyridin-3-yl)-1-(thieno[2,3-b]pyridin-4-yl)-5-(trifluoromethyl)-1H-pyrazole-4-carboxamid C(#N)C=1C=C(C=NC1N1N=CC=N1)NC(=O)C=1C=NN(C1C(F)(F)F)C1=C2C(=NC=C1)SC=C2